(E)-6'-ethoxy-N'-((2-fluoro-5-methoxypyridin-3-yl)methylene)-[3,3'-bipyridine]-5-carbohydrazide C(C)OC1=CC=C(C=N1)C=1C=NC=C(C1)C(=O)N/N=C/C=1C(=NC=C(C1)OC)F